FC1=C(C=CC(=C1)CNC)C1=NOC=C1 3-(2-fluoro-4-((methylamino)methyl)phenyl)isoxazol